C1=C(C=CC2=CC=CC=C12)C(=O)N[C@H](CNC(OCC1=CC=CC=C1)=O)C(=O)N1[C@@H](C[C@@H](C1)N1N=NC=C1C(C)(C)O)C(NC1(CCCCC1)C(C(=O)N)=O)=O benzyl ((R)-2-(2-naphthamido)-3-((2S,4S)-2-((1-(2-amino-2-oxoacetyl)cyclohexyl) carbamoyl)-4-(5-(2-hydroxypropan-2-yl)-1H-1,2,3-triazol-1-yl)pyrrolidin-1-yl)-3-oxopropyl)carbamate